C(C(C)C)P(C(C1=CC=CC=C1)=O)(C(C1=CC=CC=C1)=O)=O isobutyl-dibenzoylphosphine oxide